OCC=1C(=NC(=CC1CO)C)C 3,4-dihydroxymethyl-2,6-dimethylpyridine